2-fluoro-4-((7-methoxy-2-(methoxymethyl)-1H-imidazo[4,5-c][1,8]naphthyridin-1-yl)methyl)benzenesulfonamide FC1=C(C=CC(=C1)CN1C(=NC=2C=NC=3N=C(C=CC3C21)OC)COC)S(=O)(=O)N